C1=CC=C(C=C1)C[C@H](CO)N (R)-(+)-2-amino-3-phenyl-1-propanol